ClC1=C(C(=CC=C1)Cl)N1N=C(C(=C1)NC1=CC=C(C=C1)N1N=C(N=C1C)C(F)(F)F)C(=O)N 1-(2,6-dichlorophenyl)-4-((4-(5-methyl-3-(trifluoromethyl)-1H-1,2,4-triazol-1-yl)phenyl)amino)-1H-pyrazole-3-carboxamide